4-(4-hydroxyisoxazole-3-yl)-3-methylpiperidin OC=1C(=NOC1)C1C(CNCC1)C